tert-butyl (S)-3-(3-(2,6-bis(benzyloxy)pyridin-3-yl)-1-methyl-1H-indazol-6-yl)piperidine-1-carboxylate C(C1=CC=CC=C1)OC1=NC(=CC=C1C1=NN(C2=CC(=CC=C12)[C@H]1CN(CCC1)C(=O)OC(C)(C)C)C)OCC1=CC=CC=C1